N,N-didodecylamine C(CCCCCCCCCCC)NCCCCCCCCCCCC